OC(C)C=1C=C(C(=O)N[C@@H]2CCC3=CC(=CC=C23)C2=NOC(=N2)COC)C=CC1 3-(1-hydroxyethyl)-N-((R)-5-(5-(methoxymethyl)-1,2,4-oxadiazol-3-yl)-2,3-dihydro-1H-inden-1-yl)benzamide